TETRAHYDRO-2-FURANCARBOXALDEHYDE O1C(CCC1)C=O